BrC1=NN(C2=CC(=CC=C12)OCC(=O)OC(C)(C)C)C tert-butyl 2-((3-bromo-1-methyl-1H-indazol-6-yl)oxy)acetate